ClC1=NC=C(C(=C1)N)C1=NN(C=C1)C 2-Chloro-5-(1-methyl-1H-pyrazol-3-yl)pyridin-4-amine